ClC1=CC=C(C=C1)C=1SC=C(N1)CN1CCN(CC1)C1=NC(=NC(=C1)C)N(C)C 4-(4-{[2-(4-chlorophenyl)-1,3-thiazol-4-yl]methyl}piperazin-1-yl)-N,N,6-trimethylpyrimidin-2-amine